BrC1=CC=C(CNC(C2=CC(=CC=C2)N2[C@@]3(OC4=C([C@H](NC2=O)C3)C=CC=C4)C)=O)C=C1 N-(4-bromobenzyl)-3-((2R,6R)-2-methyl-4-oxo-5,6-dihydro-2H-2,6-methanobenzo[g][1,3,5]oxadiazocin-3(4H)-yl)benzamide